COC1=CC=C(C=C1)C1C(CN(C(C1)C)C(=O)OC(C)(C)C)C(=O)OC (+/-)-1-tert-Butyl trans,trans-3-Methyl 4-(4-Methoxyphenyl)-6-methylpiperidine-1,3-dicarboxylate